tert-butyl 4-(2-(2,6-dioxopiperidin-3-yl)-3-oxo-2,3-dihydro-1H-pyrrolo[3,4-c]pyridin-6-yl)-3,6-dihydropyridine-1(2H)-carboxylate O=C1NC(CCC1N1C(C=2C=NC(=CC2C1)C=1CCN(CC1)C(=O)OC(C)(C)C)=O)=O